ClC1=NC=C(C(=C1)C1OC(C(O1)(C)C)(C)C)OC 2-chloro-5-methoxy-4-(4,4,5,5-tetramethyl-1,3-dioxolan-2-yl)pyridine